ClC1=C(C(=CC=C1)F)C=1C(=NN2C1C=CC(=C2N2CCOCC2)C(=O)N[C@H]2CCOC1=C2C=CC=C1)C 3-(2-chloro-6-fluorophenyl)-N-[(4S)-3,4-dihydro-2H-1-benzopyran-4-yl]-2-methyl-7-(morpholin-4-yl)pyrazolo[1,5-a]pyridine-6-carboxamide